4-(2-amino-5-(methylsulfonyl)phenyl)-N-(4-(trifluoromethyl)phenyl)pyrimidin-2-amine NC1=C(C=C(C=C1)S(=O)(=O)C)C1=NC(=NC=C1)NC1=CC=C(C=C1)C(F)(F)F